(2S)-pyrrolidine-2-carboxylic acid methyl ester COC(=O)[C@H]1NCCC1